4-(3-((4-((8-(2-hydroxy-2-methylcyclopentyl)-7-oxo-7,8-dihydropyrido[2,3-d]pyrimidin-2-yl)amino)piperidin-1-yl)sulfonyl)benzyl)piperazin OC1(C(CCC1)N1C(C=CC2=C1N=C(N=C2)NC2CCN(CC2)S(=O)(=O)C=2C=C(CN1CCNCC1)C=CC2)=O)C